FC1=C2C(=CN=C1N1CC3(C1)CNC3)NC(=C2C(C)C)C=2C(=C(C=3N(C2)N=CN3)C)C 6-(4-fluoro-3-isopropyl-5-(2,6-diazaspiro[3.3]hept-2-yl)-1H-pyrrolo[2,3-c]pyridin-2-yl)-7,8-dimethyl-[1,2,4]triazolo[1,5-a]pyridine